dimethyl-octyl-methoxysilane C[Si](OC)(CCCCCCCC)C